C(C)N(CCCN)CC N,N-di-ethyl-1,3-diaminopropane